NC1=C(NCCCN(C(OC(C)(C)C)=O)C)C(=CC(=C1)Cl)Br tert-butyl N-[3-(2-amino-6-bromo-4-chloro-anilino)propyl]-N-methyl-carbamate